C(C)C1(NC(N(C(C1)=O)[C@@H]1CCOC2=CC=C(C=C12)C(=O)N[C@H]1[C@@H](CC2=CC=CC=C12)O)=N)CC (R)-4-(4,4-diethyl-2-imino-6-oxotetrahydropyrimidin-1(2H)-yl)-N-((1R,2R)-2-hydroxy-2,3-dihydro-1H-inden-1-yl)chromane-6-carboxamide